5-tert-butoxycarbonyl-1-(2-trimethylsilyl-ethoxymethyl)-6,7-dihydro-4H-pyrazolo[4,3-c]pyridine-3-carboxylic acid C(C)(C)(C)OC(=O)N1CC2=C(CC1)N(N=C2C(=O)O)COCC[Si](C)(C)C